tert-butyl 5-(6-fluoropyridin-2-yl)-1H-benzo[d]imidazole-1-carboxylate FC1=CC=CC(=N1)C1=CC2=C(N(C=N2)C(=O)OC(C)(C)C)C=C1